Cl.N1=C(C=CC=C1)CCl 2-Picolyl chloride hydrochloride